3-((tert-butyldiphenylsilyl)oxy)-2-cyclopropylpropan-1-ol [Si](C1=CC=CC=C1)(C1=CC=CC=C1)(C(C)(C)C)OCC(CO)C1CC1